tert-butyl 3-(4-fluoro-1-methyl-6-oxo-2-(trifluoromethyl)-1,6-dihydrochromeno[7,8-d]imidazol-8-yl)pyrrolidine-1-carboxylate FC1=CC=2C(C=C(OC2C2=C1N=C(N2C)C(F)(F)F)C2CN(CC2)C(=O)OC(C)(C)C)=O